hydroxy-3-(pyrimidin-2-ylsulfanyl)pyridazine-4-carboxamidine OC=1C(=C(N=NC1)SC1=NC=CC=N1)C(=N)N